2,2,6,6-tetramethylpiperidin-4-yl heptanoate C(CCCCCC)(=O)OC1CC(NC(C1)(C)C)(C)C